NC1=NN2C(N=C(C=C2)C=2C=C3CN(C(C3=C(C2)S(=O)(=O)NC)=O)[C@H](C(F)(F)F)C)=C1C(=O)NC1CC1 2-amino-N-cyclopropyl-5-[7-(methylaminosulfonyl)-1-oxo-2-[(2S)-1,1,1-trifluoropropan-2-yl]-2,3-dihydro-1H-isoindol-5-yl]pyrazolo[1,5-a]pyrimidine-3-carboxamide